N-(methylsulfonyl)-4-nitrobenzamide CS(=O)(=O)NC(C1=CC=C(C=C1)[N+](=O)[O-])=O